4-[4-[6-chloro-4-[difluoro(1,2,3,6-tetrahydropyridin-4-yl)methyl]-2-pyridylpiperazine-1-yl]sulfonylphenyl]pyrrolidin-2-one ClC1=CC(=CC(=N1)C1N(CCNC1)S(=O)(=O)C1=CC=C(C=C1)C1CC(NC1)=O)C(C=1CCNCC1)(F)F